N-benzo[d]thiazol-2-yl-N''-(2,6-dichloroaniline-carbonyl)-guanidine S1C(=NC2=C1C=CC=C2)NC(=NC(=O)NC2=C(C=CC=C2Cl)Cl)N